7-(2-aminoethyl)-7-azaspiro[3.5]nonan NCCN1CCC2(CCC2)CC1